5-[4-(4-butylcyclohexyl)phenyl]-4-fluoro-pyridin-2-amine C(CCC)C1CCC(CC1)C1=CC=C(C=C1)C=1C(=CC(=NC1)N)F